CC=1N=CC=2N(C1)C(=CN2)C2=NC=CC(=N2)SC 6-methyl-3-(4-(methylthio)pyrimidin-2-yl)imidazo[1,2-a]pyrazine